Dipropylamine C(CC)NCCC